C[C@@H](CC[C@@H](C)[C@H]1CCC2=C3CC[C@H]4C[C@@H](CC[C@@]4([C@H]3CC[C@]12C)C)N1CCCCC1)C(C)C 1-((3R,5S,9R,10S,13R,17R)-17-((2R,5S)-5,6-dimethylheptan-2-yl)-10,13-dimethyl-2,3,4,5,6,7,9,10,11,12,13,15,16,17-tetradecahydro-1H-cyclopenta[a]phenanthren-3-yl)piperidin